NC=1C=C(C(=NC1N(C)CCN(C)C)OCC(F)(F)F)NC(OC(C)(C)C)=O tert-butyl {5-amino-6-{[2-(dimethylamino)ethyl](methyl)amino}-2-(2,2,2-trifluoroethoxyl)pyridin-3-yl}carbamate